C1(=C(C(=C(C(=C1[2H])[2H])[2H])[2H])[2H])C1=C2C(=CC=C1)N=C1C=CC3=C4C=CC=CC4=NC3=C12 (phenyl-d5)indolocarbazole